FC1=CC(=C(C=2C3=C(C(NC12)(C)C)C=NN3C)C)C3=C1C=CN(C1=CC(=C3)F)S(=O)(=O)C 6-fluoro-8-(6-fluoro-1-methylsulfonylindol-4-yl)-1,4,4,9-tetramethyl-5H-pyrazolo[4,3-c]quinoline